N-{2-fluoro-4-[(2S,3R)-4-(4-methylpiperazin-1-yl)-4-oxo-3-propionamidobutan-2-yl]phenyl}-3-(4-fluorophenyl)butanamide FC1=C(C=CC(=C1)[C@H](C)[C@H](C(=O)N1CCN(CC1)C)NC(CC)=O)NC(CC(C)C1=CC=C(C=C1)F)=O